3-(5-Formylthiazol-2-yl)benzonitrile C(=O)C1=CN=C(S1)C=1C=C(C#N)C=CC1